ClC1=NC(=CC(=C1)C1(CC(C1)C)C1=NN=CN1C)C 2-chloro-6-methyl-4-(3-methyl-1-(4-methyl-4H-1,2,4-Triazol-3-yl)cyclobutyl)pyridine